O1C=C(C=C1)C1=CN=C2N1N=C(C=C2)C=2C=C(C=CC2)CO [3-[3-(3-furyl)imidazo[1,2-b]pyridazin-6-yl]phenyl]methanol